2-(2-isopropylpyridin-3-yl)-9-(4-(1-methyl-4-(trifluoromethyl)-1H-imidazol-2-yl)benzyl)-9H-pyridino[4',3':4,5]pyrrolo[2,3-d]pyrimidine C(C)(C)C1=NC=CC=C1C=1N=CC2=C(N1)N(C1=C2C=CN=C1)CC1=CC=C(C=C1)C=1N(C=C(N1)C(F)(F)F)C